1-hydroxypipecolic acid ON1C(CCCC1)C(=O)O